5-bromo-2-(1-(4-ethoxy-5-fluoropyridin-2-yl)ethyl)-7-((2-methyl-1H-imidazol-1-yl)methyl)-3,4-dihydroisoquinolin-1(2H)-one BrC1=C2CCN(C(C2=CC(=C1)CN1C(=NC=C1)C)=O)C(C)C1=NC=C(C(=C1)OCC)F